C(C)C(=CCC=C)C=CC=C 5-ethyl-1,4-nonadieneDiene